(1-methyl-1H-pyrazol-3-yl)-1,2,3,6-tetrahydropyridine hydrochloride Cl.CN1N=C(C=C1)N1CCC=CC1